C1(=CC=CC=C1)CCC[Si](OC)(OC)OC (3-phenylpropyl)trimethoxysilane